C1(CCC2=CC=CC=C12)N1C(CCC2=CC(=CC=C12)[N+](=O)[O-])=O 1-(2,3-dihydro-1H-inden-1-yl)-6-nitro-3,4-dihydroquinolin-2(1H)-one